CP(=O)(C)C=1C(=CC=C2C(=CNC12)C1=NC(=NC=C1S(=O)(=O)C)N[C@@H]1CNC(CC1)(C)C)C#N (S)-7-(dimethylphosphoryl)-3-(2-((6,6-dimethylpiperidin-3-yl)amino)-5-(methylsulfonyl)pyrimidin-4-yl)-1H-indole-6-carbonitrile